1-(m-tolyl)-1H-benzo[d]imidazole-7-carbonitrile C1(=CC(=CC=C1)N1C=NC2=C1C(=CC=C2)C#N)C